4-(4-(3-amino-7-chloroisoquinolin-6-yl)piperazin-1-yl)-4-methyltetrahydrofuran NC=1N=CC2=CC(=C(C=C2C1)N1CCN(CC1)C1(CCOC1)C)Cl